COC(=O)C=1N=NC(=CC1NC1=CC=C(C=C1)N1C(CN(CC1)C)=O)Cl 6-chloro-4-((4-(4-methyl-2-oxopiperazin-1-yl)phenyl)amino)pyridazine-3-carboxylic acid methyl ester